ClC1=CC=C(C=C1)S(=O)(=O)NC(=O)NN1CCCC1 4-chloro-N-[(1-pyrrolidinylamino)carbonyl]-benzenesulfonamide